CC1=CC=C(C=C1)S(=O)(=O)O.C(CCCCC)OC=1C(C=CN2N[C@H]3N(C(C21)=O)CCOC3)=O (R)-7-(hexyloxy)-3,4,12,12A-tetrahydro-1H-[1,4]oxazino[3,4-C]pyrido[2,1-F][1,2,4]triazine-6,8-dione p-toluenesulfonate salt